5-(difluoromethyl)-4-ethyl-1H-pyrazol-3-amine FC(C1=C(C(=NN1)N)CC)F